NCCCCC(CS)S 6-amino-1,2-hexanedithiol